tetraethoxyheptadecafluorodecylsilane C(C)OC(C(C(C(C(C(C(C(C(F)(F)[SiH3])(F)F)(F)F)(F)F)(F)F)(F)F)(F)F)(OCC)OCC)(C(F)(F)F)OCC